3-{[(tert-butyldiphenylsilyl)oxy]methyl}-N-methylcyclobutan-1-amine [Si](C1=CC=CC=C1)(C1=CC=CC=C1)(C(C)(C)C)OCC1CC(C1)NC